(4-(o-tolyl)-4,5,6,7-tetrahydrobenzo[b]thiophen-6-yl)acrylamide C1(=C(C=CC=C1)C1CC(CC=2SC=CC21)C(C(=O)N)=C)C